BrC=1C=NN2C1C=CC(=C2)C(C#N)(C)C 2-(3-bromopyrazolo[1,5-a]pyridin-6-yl)-2-methyl-propanenitrile